COCCOC1=CC=C(N=N1)CO [6-(2-methoxy-ethoxy)-pyridazin-3-yl]-methanol